2-[1-(Difluoromethyl)-1H-pyrazol-4-yl]-5-oxo-5,6-dihydro[1,2,4]triazolo[1,5-c]quinazolin-7-carbonitrile FC(N1N=CC(=C1)C1=NN2C(NC3=C(C=CC=C3C2=N1)C#N)=O)F